4-((2'S,3S,4'R,5'R)-1-(3-(1H-tetrazol-5-yl)benzyl)-5-chloro-4'-(2-chlorophenyl)-2'-neopentyl-spiro[indoline-3,3'-pyrrolidine]-5'-carboxamido)-3-methoxybenzoic acid N1N=NN=C1C=1C=C(CN2C[C@@]3([C@@H](N[C@H]([C@H]3C3=C(C=CC=C3)Cl)C(=O)NC3=C(C=C(C(=O)O)C=C3)OC)CC(C)(C)C)C3=CC(=CC=C23)Cl)C=CC1